C12CN(CC(CC1)N2)C=2OC1=C(N2)C(=C(C=C1C=1SC=CN1)C(CC)O)OC(F)(F)F 1-(2-(3,8-diazabicyclo[3.2.1]octan-3-yl)-7-(thiazol-2-yl)-4-(trifluoromethoxy)benzo[d]oxazol-5-yl)propan-1-ol